(5-([1,1'-biphenyl]-4-yl)-1-methyl-1H-1,2,4-triazol-3-yl)(8-azaspiro[4.5]dec-8-yl)methanone C1(=CC=C(C=C1)C1=NC(=NN1C)C(=O)N1CCC2(CCCC2)CC1)C1=CC=CC=C1